2-(perfluorodecyl)ethyl acrylate C(C=C)(=O)OCCC(C(C(C(C(C(C(C(C(C(F)(F)F)(F)F)(F)F)(F)F)(F)F)(F)F)(F)F)(F)F)(F)F)(F)F